FC1=C(C=C(C=C1)C=1C=NN(C1)C)[N+](=O)[O-] 4-(4-fluoro-3-nitro-phenyl)-1-methyl-pyrazole